(2R,3R,11bR)-3-(2,2-dimethylpropyl)-10-methoxy-9-{[4-(trifluoromethyl)cyclohexyl]oxy}-1H,2H,3H,4H,6H,7H,11bH-pyrido[2,1-a]isoquinolin-2-ol CC(C[C@H]1[C@@H](C[C@H]2N(CCC3=CC(=C(C=C23)OC)OC2CCC(CC2)C(F)(F)F)C1)O)(C)C